2-(2-Methyl-2H-indazol-5-yl)-6-(piperidin-4-yl)-1,3-benzothiazol CN1N=C2C=CC(=CC2=C1)C=1SC2=C(N1)C=CC(=C2)C2CCNCC2